COC1=C(C(=NC=C1)C(=O)N[C@@H](C)C(=O)O[C@@H](C)[C@@H](C)C1=C(C=CC=C1)C)OC(CC)=O (2S,3S)-3-(o-tolyl)butan-2-yl N-{[4-methoxy-3-(propanoyloxy)-2-pyridyl]carbonyl}-L-alaninate